FC(N1N=CC(=C1)C1=CC=2N(C=C1)N=C(N2)NC(CC2=CC(=C(OC1=NC=CC=C1C(=O)N)C=C2)F)=O)F 2-(4-(2-((7-(1-(difluoromethyl)-1H-pyrazol-4-yl)-[1,2,4]triazolo[1,5-a]pyridin-2-yl)amino)-2-oxoethyl)-2-fluorophenoxy)pyridine-3-carboxamide